3-(4,4-difluorocyclohexyl)-4-(1H-imidazole-1-yl)aniline FC1(CCC(CC1)C=1C=C(N)C=CC1N1C=NC=C1)F